(1-((2-((1-isopropyl-1H-pyrazolo[4,3-c]pyridin-6-yl)amino)-5-(1,3,4-oxadiazol-2-yl)pyrimidin-4-yl)amino)cyclohexyl)methanol C(C)(C)N1N=CC=2C=NC(=CC21)NC2=NC=C(C(=N2)NC2(CCCCC2)CO)C=2OC=NN2